(3R)-3-{[7-(2,2-difluoropropoxy)-2-(4-methoxyphenyl)[1,2,4]triazolo[1,5-c]quinazolin-5-yl]amino}azepan-2-one FC(COC1=CC=CC=2C=3N(C(=NC12)N[C@H]1C(NCCCC1)=O)N=C(N3)C3=CC=C(C=C3)OC)(C)F